3-[S-(3-cyclopropyl-2-fluorophenyl)-N-methylsulfonimidoyl]-N-[2-(2,4-dimethylphenyl)-2,2-difluoroethyl]quinoline-4-carboxamide C1(CC1)C=1C(=C(C=CC1)S(=O)(=NC)C=1C=NC2=CC=CC=C2C1C(=O)NCC(F)(F)C1=C(C=C(C=C1)C)C)F